tert-butyl (4-bromo-3-(1-methyl-1H-pyrazol-3-yl)phenyl)carbamate BrC1=C(C=C(C=C1)NC(OC(C)(C)C)=O)C1=NN(C=C1)C